Furo[2,3-c]pyridine-2-carboxylic acid 4-(3-amino-pyrrolidine-1-sulfonyl)-benzylamide NC1CN(CC1)S(=O)(=O)C1=CC=C(CNC(=O)C2=CC=3C(=CN=CC3)O2)C=C1